CCCCCCC/C=C\\C/C=C\\C/C=C\\C/C=C\\CCCC=C The molecule is an alkapentaene that is tricos-1-ene with 4 cis double bonds at positions 6,9,12 and 15. It has a role as an algal metabolite.